[In+3].[S-2].[S-2].[Ag+] silver disulfide indium